CN(C1CCOCC1)CC[C@@H]1CC[C@H](CC1)C1=C(C=C(C=C1)F)C(F)(F)F N-Methyl-4-({2-[(trans)-4-[4-Fluoro-2-(trifluoromethyl)-phenyl]cyclohexyl]ethyl}amino)oxan